C(C=C)C(=O)[C@H](O)[C@H](O)[C@H](O)CO allylribose